[N-](S(=O)(=O)C(F)(F)F)S(=O)(=O)C(F)(F)F.C(=O)(O)CCCCCC1=C(C=CC=C1)P(C1=CC=CC=C1)C1=CC=CC=C1 (5-carboxypentyl)triphenylphosphine bis(trifluoromethane)sulfonimide